N1=CC(=CC=C1)C1CN(CC1)C1=NC(=NC=C1)C1=CN=C2N1C=C(N=C2)C(F)(F)F 3-(4-(3-(Pyridin-3-yl)pyrrolidin-1-yl)pyrimidin-2-yl)-6-(trifluoromethyl)imidazo[1,2-a]pyrazine